ClC=1C=C(C(=NC1)OC(F)F)C1=NN=C(N1C)C=1C(=NC=CC1)Cl 5-chloro-3-(5-(2-chloropyridin-3-yl)-4-methyl-4H-1,2,4-triazol-3-yl)-2-(difluoromethoxy)pyridine